N1C(=CC=C1)C([O-])=S 1H-pyrrole-2-carbothioate